9-((1r,4r)-4-Hydroxycyclohexyl)-7-methyl-2-((7-methylcinnolin-6-yl)amino)-7,9-dihydro-8H-purin-8-on OC1CCC(CC1)N1C2=NC(=NC=C2N(C1=O)C)NC=1C=C2C=CN=NC2=CC1C